FC1=C(C=CC(=N1)C(=O)NC)N1CCN(CC1)CC=1C=C2NC(C(=NC2=CC1)CCC)=O 6-fluoro-N-methyl-5-[4-[(3-oxo-2-propyl-4H-quinoxalin-6-yl)methyl]piperazin-1-yl]pyridine-2-carboxamide